(R)-1-(N-(tert-Butoxycarbonyl)-N-methyl-L-leucyl)-4-(2-hydroxyethyl)piperazine-2-carboxylic acid hydrochloride Cl.C(C)(C)(C)OC(=O)N([C@@H](CC(C)C)C(=O)N1[C@H](CN(CC1)CCO)C(=O)O)C